N1(N=CC=2C1=NC=CC2)C2=CN1C(S2)=C(C=N1)C(=O)N (1H-pyrazolo[3,4-b]pyridin-1-yl)pyrazolo[5,1-b]thiazole-7-carboxamide